tert-butyl 4-(5-(2-((tert-butoxycarbonyl) ((3R,4R)-3-((tert-butyldimethylsilyl)oxy)-1-(methylsulfonyl)piperidin-4-yl)amino)-5-chloropyridin-4-yl)oxazol-2-yl)piperidine-1-carboxylate C(C)(C)(C)OC(=O)N(C1=NC=C(C(=C1)C1=CN=C(O1)C1CCN(CC1)C(=O)OC(C)(C)C)Cl)[C@H]1[C@@H](CN(CC1)S(=O)(=O)C)O[Si](C)(C)C(C)(C)C